2-((3-(4-iodophenyl)-1,2,4-oxadiazol-5-yl)methyl)acrylic acid IC1=CC=C(C=C1)C1=NOC(=N1)CC(C(=O)O)=C